(S)-N-(4-chloro-3-methylphenyl)-5-isopropyl-N-methyl-2-(6-methyl-4-(trifluoromethyl)pyridin-2-yl)-1,1-dioxo-1,2,5-thiadiazolidine-3-carboxamide ClC1=C(C=C(C=C1)N(C(=O)[C@H]1N(S(N(C1)C(C)C)(=O)=O)C1=NC(=CC(=C1)C(F)(F)F)C)C)C